2-((1S,3R)-4-ethoxy-3-hydroxy-4-oxo-1-phenylbutyl)hydrazine-1-carboxylic acid tert-butyl ester C(C)(C)(C)OC(=O)NN[C@@H](C[C@H](C(=O)OCC)O)C1=CC=CC=C1